C1(CCCC1)N1[C@@H](C(N(C=2C=NC(=NC12)NC1=C(C=C(C(=O)NC2CC(C2)NC2CCN(CC2)C(=O)OC(C)(C)C)C=C1)OC)C)=O)CC tert-butyl 4-[[3-[[4-[[(7R)-8-cyclopentyl-7-ethyl-5-methyl-6-oxo-7H-pteridin-2-yl] amino]-3-methoxy-benzoyl]amino]cyclobutyl]amino]piperidine-1-carboxylate